ClC1=C(C=CC(=C1)CN(C(OC(C)(C)C)=O)CCC=1N=NN(C1)CCNC1=C2C=NN(C2=CC(=C1)N1C=NN=C1)C1OCCCC1)C1=CC=CC=C1 tert-Butyl ((2-chloro-[1,1'-biphenyl]-4-yl)methyl)(2-(1-(2-((1-(tetrahydro-2H-pyran-2-yl)-6-(4H-1,2,4-triazol-4-yl)-1H-indazol-4-yl)amino)ethyl)-1H-1,2,3-triazol-4-yl)ethyl)carbamate